C(C)(C)(C)OC(=O)N(C(OC(C)(C)C)=O)CCC1=C(C=CC=2C3=CC(=CC=C3NC12)Cl)NC1=CC=C(C=C1)Cl tert-butyl (tert-butoxycarbonyl)(2-(6-chloro-2-((4-chlorophenyl)amino)-9H-carbazol-1-yl)ethyl)carbamate